C(CCCCCCCCCCCCCCCCCCCCC(C)C)O isotetracosyl alcohol